C(=C)=C=C(C(F)(F)F)C(F)(F)F vinylidene-hexafluoroisobutylene